2-(3-chloro-4-methylbenzamido)benzo[d]thiazole-6-carboxylic acid ClC=1C=C(C(=O)NC=2SC3=C(N2)C=CC(=C3)C(=O)O)C=CC1C